O=C1NC(CCC1NC1=CC(=C(C=C1)N1CCC(CC1)CCN1CCC(CC1)NC(OCC1=CC=CC=C1)=O)F)=O benzyl (1-(2-(1-(4-((2,6-dioxopiperidin-3-yl)amino)-2-fluorophenyl)piperidin-4-yl)ethyl)piperidin-4-yl)carbamate